2-(3-(4-chlorophenyl)oxetan-3-yl)ethanol tert-Butyl-N-[[1-[2-oxo-2-[4-[5-(trifluoromethyl)pyrimidin-2-yl]piperazinyl]ethyl]cyclopropyl]methyl]carbamate C(C)(C)(C)N(C(=O)OCCC1(COC1)C1=CC=C(C=C1)Cl)CC1(CC1)CC(N1CCN(CC1)C1=NC=C(C=N1)C(F)(F)F)=O